phenylcarbamat C1(=CC=CC=C1)NC([O-])=O